O=C1NC(CC[C@@H]1NC(=O)C1=CC=C(C=N1)N1CCN(CC1)CCC1CCN(CC1)NC(OC(C)(C)C)=O)=O tert-butyl (S)-(4-(2-(4-(6-((2,6-dioxopiperidin-3-yl)carbamoyl)pyridin-3-yl)piperazin-1-yl)ethyl)piperidin-1-yl)carbamate